4-((3-aminophenyl)amino)-2-((1-methyl-1H-pyrazol-4-yl)amino)-N-(1-phenylethyl)pyrimidine-5-carboxamide NC=1C=C(C=CC1)NC1=NC(=NC=C1C(=O)NC(C)C1=CC=CC=C1)NC=1C=NN(C1)C